[Cl-].C1(=CC=CC2=CC=CC=C12)[PH2+]C1=CC=CC2=CC=CC=C12 di(1-naphthyl)phosphonium chloride